ethyl-bis-(2-heptyl)phosphine C(C)P(C(C)CCCCC)C(C)CCCCC